silicon copper-copper [Cu].[Cu].[Si]